BrC=1C=C(C(=NC1)NCCO)C=1C=NN(C1)C 2-((5-bromo-3-(1-methyl-1H-pyrazol-4-yl)pyridin-2-yl)amino)ethan-1-ol